(E)-3-(7-(4-chlorobenzoyl)-5-(3,4-difluorophenyl)-5-hydroxy-2,3-dihydro-1H-pyrrolo[1,2-a]imidazol-6(5H)-ylidene)chroman-2,4-dione ClC1=CC=C(C(=O)C=2/C(/C(N3C2NCC3)(O)C3=CC(=C(C=C3)F)F)=C/3\C(OC2=CC=CC=C2C3=O)=O)C=C1